C1(CC1)CN1C(=NC(=C1)C(F)(F)F)C1=CC=C(C=C1)CO [4-[1-(cyclopropylmethyl)-4-(trifluoromethyl)imidazol-2-yl]phenyl]methanol